O=C1NC(CCC1C1=CC=C(C=C1)[C@H]1CN(CCC1)C(=O)OC(C)(C)C)=O tert-butyl (3S)-3-(4-(2,6-dioxopiperidin-3-yl)phenyl)piperidine-1-carboxylate